N-((1R,5S,9r)-7-(5-(6-(3-cyanopyrrolo[1,2-b]pyridazin-7-yl)-4-(isopropylamino)pyridin-3-yl)-1,3,4-thiadiazol-2-yl)-3-oxa-7-azabicyclo[3.3.1]non-9-yl)acetamide C(#N)C1=CC=2N(N=C1)C(=CC2)C2=CC(=C(C=N2)C2=NN=C(S2)N2C[C@@H]1COC[C@H](C2)C1NC(C)=O)NC(C)C